7-bromo-6-chloro-N-((1-(dimethylamino)cyclopentyl)methyl)-8-Fluoro-2-(methylthio)quinazolin-4-amine BrC1=C(C=C2C(=NC(=NC2=C1F)SC)NCC1(CCCC1)N(C)C)Cl